2-phenyl-3-(2-furyl)-acrolein C1(=CC=CC=C1)C(C=O)=CC=1OC=CC1